C(C)(CC)C1C(NC2=C(CN1C(=O)N1CC(NCC1)C)C=CC=C2)=O 3-(sec-butyl)-4-(3-methylpiperazine-1-carbonyl)-1,3,4,5-tetrahydro-2H-benzo[1,4]diazepin-2-one